1-(2,2,2-trifluoroethyl)-3,5-dimethyl-pyrrole-2-carboxylic acid FC(CN1C(=C(C=C1C)C)C(=O)O)(F)F